F[C@@H]1CN(C[C@H](C1)NC(=N)N)C(=O)OC(C)(C)C tert-Butyl (3S,5S)-3-fluoro-5-guanidino-piperidine-1-carboxylate